chlorine {[(1R,2R)-(-)-2-amino-1,2-diphenylethyl](4-toluenesulfonyl)ammonia} N[C@@H]([C@@H](C1=CC=CC=C1)NS(=O)(=O)C1=CC=C(C)C=C1)C1=CC=CC=C1.[Cl]